(S)-3-(4-fluoro-3-methylphenyl)-1-methyl-1-((1-oxo-1,2-dihydroisoquinolin-4-yl)methyl)urea FC1=C(C=C(C=C1)NC(N(CC1=CNC(C2=CC=CC=C12)=O)C)=O)C